2-(4-(4-amino-5-(3-methoxy-4-((3-(trifluoromethyl)-1H-pyrazol-1-yl)methyl)phenyl)pyrrolo[2,1-F][1,2,4]triazin-7-yl)-1H-pyrazol-1-yl)ethan-1-ol NC1=NC=NN2C1=C(C=C2C=2C=NN(C2)CCO)C2=CC(=C(C=C2)CN2N=C(C=C2)C(F)(F)F)OC